(+-)-4-(4-methyl-3-penten-1-yl)-3-cyclohexene-1-carbaldehyde CC(=CCCC1=CC[C@@H](CC1)C=O)C |r|